NC=1N=CC(=C2C1N(N=C2)C)NC(C(N2[C@H](CC[C@@H](C2)C)C=2C=CC1=C(N=C(S1)C1CCN(CC1)C)C2)=O)=O N-(7-Amino-1-methyl-pyrazolo[3,4-c]pyridin-4-yl)-2-oxo-2-[(2R,5S)-5-methyl-2-[2-(1-methyl-4-piperidyl)-1,3-benzothiazol-5-yl]-1-piperidyl]acetamide